N,1-dimethyl-3-(trifluoromethyl)-4,5,6,7-tetrahydro-2-benzothiophen-5-amine CNC1CC=2C(=C(SC2C(F)(F)F)C)CC1